5-(acetylamino)-2,4,6-triiodobenzene-1,3-dicarboxylic acid dichloride C(C)(=O)NC=1C(=C(C(=C(C1I)C(=O)Cl)I)C(=O)Cl)I